N1=NC(=CC2=C1C1=C(CCC2)C=CC=C1)N1N=C(N=C1N)NC=1C=CC2=C(CCC(CC2)N2CCC(CC2)CN2CCCCC2)C1 1-(6,7-dihydro-5H-benzo[6,7]cyclohepta[1,2-c]pyridazin-3-yl)-N3-(7-(4-(piperidin-1-ylmethyl)piperidin-1-yl)-6,7,8,9-tetrahydro-5H-benzo[7]annulene-2-yl)-1H-1,2,4-triazole-3,5-diamine